FC(C1=CC=C(S1)C=1NC=2C(=NC=CC2)N1)(F)F [5-(trifluoromethyl)-2-thienyl]imidazo[4,5-b]pyridin